N-(4-((4-phenethyl-4-(pyridin-2-yl)piperidin-1-yl)methyl)phenyl)methanesulfonamide tert-butyl-2-(4-(5-(trifluoromethyl)pyrimidin-2-yl)piperazine-1-carbonyl)morpholine-4-carboxylate C(C)(C)(C)OC(=O)N1CC(OCC1)C(=O)N1CCN(CC1)C1=NC=C(C=N1)C(F)(F)F.C(CC1=CC=CC=C1)C1(CCN(CC1)CC1=CC=C(C=C1)NS(=O)(=O)C)C1=NC=CC=C1